CN(CCCC1N(CCN(C1=O)C=1N=C2N(C=C(C=C2)C(NC)=O)C1)C(=O)OCC1=CC=CC=C1)C benzyl 2-[3-(dimethylamino)propyl]-4-[6-(methylcarbamoyl)imidazo[1,2-a]pyridin-2-yl]-3-oxo-piperazine-1-carboxylate